C1(=CC=CC=C1)S(=O)(=O)N1C(=CC=2C=NC=CC21)[C@@H](C)NC(=O)[C@H]2N([C@H]1C[C@]1(C2)C)C(=O)OC(C)(C)C tert-butyl (1S,3S,5S)-3-[[(1R)-1-[1-(benzenesulfonyl)pyrrolo[3,2-c]pyridin-2-yl]ethyl]carbamoyl]-5-methyl-2-azabicyclo[3.1.0]hexane-2-carboxylate